3-((2,2-difluorocyclopropyl)methoxy)-N-(4-(2,5-difluorophenyl)-6-(5,5-difluorotetrahydro-2H-pyran-2-yl)pyrimidin-5-yl)isoxazole-5-carboxamide FC1(C(C1)COC1=NOC(=C1)C(=O)NC=1C(=NC=NC1C1OCC(CC1)(F)F)C1=C(C=CC(=C1)F)F)F